ClC=1C=C(C=C(C1)Cl)C1=CC=C(S1)C1SCCN(C1)C(C)=O 2-(5-(3,5-Dichlorophenyl)thiophen-2-yl)-1-thiomorpholinoethan-1-on